CC1=C(C=CC=2C(C3=CC=CC=C3C(C12)=O)=O)C 1,2-dimethylanthraquinone